2-((2,4-difluorophenyl)amino)nicotinamide FC1=C(C=CC(=C1)F)NC1=C(C(=O)N)C=CC=N1